3-amino-1-((6-fluoro-4-(1,1,2,2-tetrafluoroethoxy)-1-((2-(trimethylsilyl)ethoxy)methyl)-1H-benzo[d]imidazol-2-yl)methyl)pyridin-2(1H)-one NC=1C(N(C=CC1)CC1=NC2=C(N1COCC[Si](C)(C)C)C=C(C=C2OC(C(F)F)(F)F)F)=O